C(C)(CC)C1C(NC2=C(CN1C(=O)C=1C=CC(=NC1)C(=O)N)C=CC=C2)=O 5-(3-(sec-butyl)-2-oxo-2,3,4,5-tetrahydro-1H-benzo[1,4]diazepine-4-carbonyl)pyridineamide